perfluorobutyric acid amide FC(C(=O)N)(C(C(F)(F)F)(F)F)F